7-(2-methoxyprop-2-yl)isoquinoline-3-carbaldehyde COC(C)(C)C1=CC=C2C=C(N=CC2=C1)C=O